2-(3,4,5-trihydroxyphenyl)chromenylium OC=1C=C(C=C(C1O)O)C1=[O+]C2=CC=CC=C2C=C1